2-((1-(3-(4-fluorophenyl)-7-methyl-2-(1-methyl-1H-tetrazol-5-yl)quinolin-5-yl)ethyl)amino)benzoic acid FC1=CC=C(C=C1)C=1C(=NC2=CC(=CC(=C2C1)C(C)NC1=C(C(=O)O)C=CC=C1)C)C1=NN=NN1C